(S)-ethyl 4-((1-(2-chlorophenyl)-2-oxocyclohexyl) (methyl) amino)-4-oxobutanoate ClC1=C(C=CC=C1)[C@@]1(C(CCCC1)=O)N(C(CCC(=O)OCC)=O)C